3-[6-(4-tert-butyl-5-chloro-2-methyl-phenyl)-2-methyl-4-oxo-1H-pyridin-3-yl]-1H-pyrazin-2-one C(C)(C)(C)C1=CC(=C(C=C1Cl)C1=CC(C(=C(N1)C)C=1C(NC=CN1)=O)=O)C